ClC1=C(N=C(NC1=O)C1=CC=NC=C1)N1CCN(CC1)CC1=CC(=CC=C1)Cl 5-chloro-4-[4-[(3-chlorophenyl)methyl]piperazin-1-yl]-2-(4-pyridyl)-1H-pyrimidin-6-one